FC1(CC1)[C@@]1(NC(NC1=O)=O)CNC(=O)C1=NN(N=C1)C1=CC=C(C=C1)F |r| rac-N-{[4-(1-fluorocyclopropyl)-2,5-dioxoimidazolidin-4-yl]methyl}-2-(4-fluorophenyl)-2H-1,2,3-triazole-4-carboxamide